N-[(1R,3S)-3-{[6-chloro-2-(trifluoromethyl)quinolin-4-yl]amino}cyclohexyl]-2-acetamidopyridine-4-carboxamide ClC=1C=C2C(=CC(=NC2=CC1)C(F)(F)F)N[C@@H]1C[C@@H](CCC1)NC(=O)C1=CC(=NC=C1)NC(C)=O